ClC(C(=O)C1=CC2=CC=CC=C2C=C1)Cl 2,2-dichloro-1-(2-naphthyl)-1-ethanone